NC1=C(C(N(C2=NC(=CC=C12)C(F)(F)F)C1=CC=C(C=C1)C)=O)Br 4-amino-3-bromo-1-(4-methylphenyl)-7-(trifluoromethyl)-1,8-naphthyridin-2(1H)-one